1-methyl-N-[4-[3-[(1-tetrahydropyran-2-ylindazol-5-yl)amino]indazol-1-yl]pyrimidin-2-yl]pyrazole-4-carboxamide CN1N=CC(=C1)C(=O)NC1=NC=CC(=N1)N1N=C(C2=CC=CC=C12)NC=1C=C2C=NN(C2=CC1)C1OCCCC1